Tert-butyl 5-[[4-[[2-(tert-butoxycarbonylamino)oxyacetyl]amino]-3-fluoro-phenyl]sulfonyl-[(4-methoxyphenyl)methyl]amino]thiazole-4-carboxylate C(C)(C)(C)OC(=O)NOCC(=O)NC1=C(C=C(C=C1)S(=O)(=O)N(C1=C(N=CS1)C(=O)OC(C)(C)C)CC1=CC=C(C=C1)OC)F